3-(1-cyclopentyl-6-cyano-1H-indole-3-carboxamido)benzoic acid C1(CCCC1)N1C=C(C2=CC=C(C=C12)C#N)C(=O)NC=1C=C(C(=O)O)C=CC1